COC1=C(C=C(C=N1)NC(C1=CC(=CC=C1)C(F)(F)F)=O)N1C(N(C2=NC(=NC=C2C1)NC1=CC=CC=C1)C)=O N-(6-methoxy-5-(1-methyl-2-oxo-7-(phenylamino)-1,2-dihydropyrimido[4,5-d]pyrimidine-3(4H)-yl)pyridin-3-yl)-3-(trifluoromethyl)benzamide